N-(5,8-dimethyl-1-isoquinolyl)-4-(5-methyl-1,3,4-thiadiazol-2-yl)-N-[(3R)-3-piperidyl]benzamide CC1=C2C=CN=C(C2=C(C=C1)C)N(C(C1=CC=C(C=C1)C=1SC(=NN1)C)=O)[C@H]1CNCCC1